tert-butyl (R)-4-(3-(((benzyloxy)carbonyl)amino)propyl)-2,2-dimethylpyrrolidine-1-carboxylate C(C1=CC=CC=C1)OC(=O)NCCC[C@@H]1CC(N(C1)C(=O)OC(C)(C)C)(C)C